1-TERT-BUTYL-5-CHLORO-3-PHENYL-1H-PYRAZOLE-4-CARBALDEHYDE C(C)(C)(C)N1N=C(C(=C1Cl)C=O)C1=CC=CC=C1